N(=[N+]=[N-])CCCCC[C@](N)(C)C(=O)O 2-(5-azidopentyl)alanine